FC(CN1C[C@@H](CC1)C=O)(F)F [(3R)-1-(2,2,2-trifluoroethyl)pyrrolidin-3-yl]methanone